p-vinyl-benzenesulfonic acid vanadium-molybdenum phosphate P(=O)([O-])([O-])[O-].[Mo+4].[V+5].C(=C)C1=CC=C(C=C1)S(=O)(=O)O.P(=O)([O-])([O-])[O-].P(=O)([O-])([O-])[O-]